Tert-butyl 3-(7H-pyrrolo[2,3-d]pyrimidin-4-yl)-3,9-diazabicyclo[3.3.1]nonane-9-carboxylate N1=CN=C(C2=C1NC=C2)N2CC1CCCC(C2)N1C(=O)OC(C)(C)C